9-(4-(1-methyl-4-(trifluoromethyl)-1H-imidazol-2-yl)benzyl)-2-(2-morpholinopyridin-3-yl)-7,9-dihydro-8H-purin-8-one CN1C(=NC(=C1)C(F)(F)F)C1=CC=C(CN2C3=NC(=NC=C3NC2=O)C=2C(=NC=CC2)N2CCOCC2)C=C1